2-(1,2,3,6-tetrahydropyridin-4-yl)thiazolo[5,4-d]thiazole N1CCC(=CC1)C=1SC=2N=CSC2N1